CC=1N(C=C(N1)C1=NC2=CC=CC=C2N=C1)CCCCCCN 6-(2-methyl-4-(quinoxalin-2-yl)-1H-imidazol-1-yl)hexan-1-amine